2-(4-((5-(3-(1H-pyrazol-1-yl)phenyl)-2H-tetrazol-2-yl)methyl)phenyl)-5-(difluoromethyl)-1,3,4-oxadiazole N1(N=CC=C1)C=1C=C(C=CC1)C=1N=NN(N1)CC1=CC=C(C=C1)C=1OC(=NN1)C(F)F